Tert-butyl 2-bromo-4-iodobenzylcarbamate BrC1=C(CNC(OC(C)(C)C)=O)C=CC(=C1)I